methylenebis(3,6-dichloro-2-methoxybenzoate) C(C1=C(C(=C(C(=O)[O-])C(=C1)Cl)OC)Cl)C1=C(C(=C(C(=O)[O-])C(=C1)Cl)OC)Cl